(2R,3R,4S,5R,6R)-5-Hydroxy-6-(hydroxymethyl)-2-((5-(piperidin-4-yl)isoxazol-3-yl)methyl)-4-(4-(3,4,5-trifluorophenyl)-1H-1,2,3-triazol-1-yl)tetrahydro-2H-pyran-3-yl propionat C(CC)(=O)O[C@H]1[C@H](O[C@@H]([C@@H]([C@@H]1N1N=NC(=C1)C1=CC(=C(C(=C1)F)F)F)O)CO)CC1=NOC(=C1)C1CCNCC1